(4-bromopyridin-2-yl)cyclopentanecarboxamide BrC1=CC(=NC=C1)C1(CCCC1)C(=O)N